(S)-1-(5-(pyridin-2-yl)-1H-pyrrole-2-carbonyl)-N-(3,4,5-trifluorophenyl)pyrrolidine-3-carboxamide N1=C(C=CC=C1)C1=CC=C(N1)C(=O)N1C[C@H](CC1)C(=O)NC1=CC(=C(C(=C1)F)F)F